C(C)(C)(C)OC(=O)N1C(CNCC1)C1=C(C(=NC2=C(C=CC=C12)OC1=C2C=NNC2=CC=C1C)Cl)C#N (2-chloro-3-cyano-8-((5-methyl-1H-indazol-4-yl)oxy)quinolin-4-yl)piperazine-1-carboxylic acid tert-butyl ester